CC1=C(C(=CC(=C1)OC1CCOCC1)C)C1=CC(=CC=C1)COC=1N=CC(=NC1)[C@@H]1[C@H](C1)C(=O)O (1S,2S)-2-{5-[2',6'-dimethyl-4'-(tetrahydropyran-4-yloxy)-biphenyl-3-ylmethoxy]-Pyrazin-2-yl}-cyclopropanecarboxylic acid